naphthpyranone C1(C=COC2=C1C1=CC=CC=C1C=C2)=O